L-tyrosine-methylester COC([C@@H](N)CC1=CC=C(C=C1)O)=O